C(#N)C1=C(C=C(OC2CCC(CC2)N2CC=NC(=C2)N2CCC(CC2)CN(C(C)C)C2CC(C2)OC=2C=C3C(N(CC3=CC2)[C@H]2C(NC(CC2)=O)=O)=O)C=C1)OC N-((1r,4r)-4-(4-cyano-3-methoxyphenoxy)cyclohexyl)-5-(4-((((1r,3r)-3-((2-(2,6-dioxopiperidin-3-yl)-3-oxoisoindolin-5-yl)oxy)cyclobutyl)(isopropyl)amino)methyl)piperidin-1-yl)pyrazine